BrC=1C=C2C(/C(/CN(C2=CC1OC)S(=O)(=O)C1=CC=C(C=C1)C)=C/C1=CC(=C(C=C1)OC)OC)=O (3E)-6-bromo-3-[(3,4-dimethoxyphenyl)methylene]-7-methoxy-1-(p-tolylsulfonyl)-2H-quinolin-4-one